C(C=C)C1=CC=C(C=C1)OC 4-Allyl-anisole